O[C@H]([C@@H](CC1=CC=CC=C1)C1C(N(C2=CC=C(C=C12)C(=O)N)C)=O)CS(N(CC(C)C)C1=CC=C(C=C1)NO)(=O)=O ((2S,3R)-3-hydroxy-4-(4-hydroxyamino-N-isobutylphenylsulfamoyl)-1-phenylbutan-2-yl)-1-methyl-2-oxoindole-5-carboxamide